S-methyl 4-((2-hydroxyethyl)(methyl)amino)-4-methylpent-2-ynethioate OCCN(C(C#CC(SC)=O)(C)C)C